Tert-Butyl 2-({[4-(aminomethyl)pyridin-3-yl]oxy}methyl)-2-methylazetidine-1-carboxylate NCC1=C(C=NC=C1)OCC1(N(CC1)C(=O)OC(C)(C)C)C